FC1=CC=C(C=C1)[C@@H]1[C@H](NC(O1)=O)C1=NC(=CC=C1)C#CC1=NC=CC=C1F (4R,5R)-5-(4-fluorophenyl)-4-(6-((3-fluoro-2-pyridinyl)ethynyl)-2-pyridinyl)-1,3-oxazolidin-2-one